11,11',11'',11'''-(4-(4-(pyridin-2-yl)phenyl)pyridine-2,3,5,6-tetrayl)tetrakis(11H-benzo[a]carbazole) N1=C(C=CC=C1)C1=CC=C(C=C1)C1=C(C(=NC(=C1N1C2=CC=CC=C2C2=CC=C3C(=C12)C=CC=C3)N3C1=CC=CC=C1C1=CC=C2C(=C31)C=CC=C2)N2C3=CC=CC=C3C3=CC=C1C(=C23)C=CC=C1)N1C2=CC=CC=C2C2=CC=C3C(=C12)C=CC=C3